SCCCS(=O)(=O)[O-] 3-mercapto-1-propansulfonat